tert-butyl (4S,9aR)-2-benzyl-4-methyl-3,4,6,7,9,9a-hexahydro-1H-pyrazino[1,2-a]pyrazine-8-carboxylate C(C1=CC=CC=C1)N1C[C@H]2N([C@H](C1)C)CCN(C2)C(=O)OC(C)(C)C